N1=CC(=CC=C1)CC1(CN=CC=C1N)N 3-(pyridin-3-ylmethyl)pyridine-3,4-diamine